5-(Benzo[b]thiophen-6-yl)-N-(1H-indol-3-yl)isoindoline-2-carboxamide S1C2=C(C=C1)C=CC(=C2)C=2C=C1CN(CC1=CC2)C(=O)NC2=CNC1=CC=CC=C21